NC1=C(C=C(C=N1)C=1C=C2N(N1)CCC21CN(CC1)C(=O)N[C@@H](COC)C=1C=NC=CC1)C(F)(F)F 2'-[6-amino-5-(trifluoromethyl)pyridin-3-yl]-N-[(1R)-2-methoxy-1-(pyridin-3-yl)ethyl]-5',6'-dihydrospiro[pyrrolidine-3,4'-pyrrolo[1,2-b]pyrazole]-1-carboxamide